O1CC(C1)C1C=2C=CC(=NC2CCN1)C(=O)O 5,6,7,8-tetrahydro-5-(3-oxetanyl)-1,6-naphthyridine-2-carboxylic acid